NC(C(C1=NN=CC2=CC=CC=C12)NC(=O)[C@@H]1[C@H]2C([C@H]2CN1C([C@H](C(C)C)NC(C(F)(F)F)=O)=O)(C)C)=O (1R,2S,5S)-N-(2-amino-2-oxo-1-phthalazin-1-yl-ethyl)-6,6-dimethyl-3-[(2S)-3-methyl-2-[(2,2,2-trifluoroacetyl)amino]butanoyl]-3-azabicyclo[3.1.0]hexane-2-carboxamide